C(C)OC1=CC=C(C(=C1CNC=1C(=CC(=C(C1)C1C(SCC1=O)=O)F)OC)F)F 3-(5-((6-ethoxy-2,3-difluorobenzyl)amino)-2-fluoro-4-methoxyphenyl)-2,4-dioxo-1,2,3,4-tetrahydrothiophene